3-phenylene bis(3-aminobenzoate) NC=1C=C(C(=O)OC2=C(C=CC=C2)OC(C2=CC(=CC=C2)N)=O)C=CC1